ClC1=CN(C=2N=C(N=CC21)NC=2C=NN(C2Cl)C2CCN(CC2)C2COC2)C 5-chloro-N-(5-chloro-1-(1-(oxetan-3-yl)piperidin-4-yl)-1H-pyrazol-4-yl)-7-methyl-7H-pyrrolo[2,3-d]pyrimidin-2-amine